NC1=NC=NN2C1=CC=C2[C@@]2(O[C@@H]([C@@H]1[C@H]2OC(O1)(C)C)COP(=O)(OC1=CC=CC=C1)N[C@@H](C)C(=O)OCCC(C)(C)C)C#N 3,3-dimethylbutyl ((((3aR,4R,6R,6aR)-6-(4-aminopyrrolo[2,1-f][1,2,4]triazin-7-yl)-6-cyano-2,2-dimethyltetrahydrofuro[3,4-d][1,3]dioxol-4-yl)methoxy)(phenoxy)phosphoryl)-L-alaninate